(3-(3-methyl-1-(tetrahydro-2H-pyran-2-yl)-1H-pyrazol-5-yl)-5-((R)-3-methylmorpholino)isothiazolo[4,5-b]pyridin-7-yl)propan-2-ol CC1=NN(C(=C1)C1=NSC=2C1=NC(=CC2CC(C)O)N2[C@@H](COCC2)C)C2OCCCC2